(Rac)-5-{4-[(2-ethoxypropyl)amino]-3-(trifluoromethyl)phenyl}-3,6-dihydro-2H-1,3,4-oxadiazin-2-one C(C)O[C@@H](CNC1=C(C=C(C=C1)C1=NNC(OC1)=O)C(F)(F)F)C |r|